ON=C(C1=CN=C(C(=C1)[N+](=O)[O-])NC[C@H]1OCC1)N (S)-N'-hydroxy-5-nitro-6-((oxetan-2-ylmethyl)amino)nicotinimidamide